2-cyano-3-(1-hexyl-2-phenyl-1H-indol-3-yl)-2-propenoic acid-2-acryloyloxyethyl ester C(C=C)(=O)OCCOC(C(=CC1=C(N(C2=CC=CC=C12)CCCCCC)C1=CC=CC=C1)C#N)=O